1-methyl-4,4'-bipyridine iodonium salt [IH2+].CN1CC=C(C=C1)C1=CC=NC=C1